O1CCN(CC1)C=1N=C(C(=NC1)C(=O)N)NC1=CC=C(C=C1)C1CCNCC1 5-morpholino-3-[4-(4-piperidinyl)anilino]pyrazine-2-carboxamide